(4-(3-(2,6-difluorophenyl)azetidin-1-yl)benzyl)piperidine-4-carboxylic acid FC1=C(C(=CC=C1)F)C1CN(C1)C1=CC=C(CN2CCC(CC2)C(=O)O)C=C1